FC(N1N=CC(=C1)C1=CC(=NC=N1)OC1CC2(C(N3[C@H](O2)CC[C@H]3C3=CC(=CC(=C3)F)F)=O)C1)F (5'S,7a'R)-3-((6-(1-(difluoromethyl)-1H-pyrazol-4-yl)pyrimidin-4-yl)oxy)-5'-(3,5-difluorophenyl)tetrahydro-3'H-spiro[cyclobutane-1,2'-pyrrolo[2,1-b]oxazol]-3'-one